C(C)OC(=O)C=1N(C=C(C1)C1=NN(C=C1)C)C methyl-4-(1-methyl-1H-pyrazol-3-yl)-1H-pyrrole-2-carboxylic acid ethyl ester